N-(4-((3-chloro-4-fluorophenyl)amino)-7-(3-(4-(3-(2,4-dioxotetrahydropyrimidin-1(2H)-yl)benzyl)piperazin-1-yl)propoxy)quinazolin-6-yl)acrylamide ClC=1C=C(C=CC1F)NC1=NC=NC2=CC(=C(C=C12)NC(C=C)=O)OCCCN1CCN(CC1)CC1=CC(=CC=C1)N1C(NC(CC1)=O)=O